ClC1=CC(=CC(=N1)N1CC2=C(C=C(C=C2C1=O)CN(C(OC(C)(C)C)=O)C1(CCC1)C)C(F)(F)F)C1(CC(C1)=C)C1=NN=CN1C tert-butyl ((2-(6-chloro-4-(1-(4-methyl-4H-1,2,4-triazol-3-yl)-3-methylenecyclobutyl)pyridin-2-yl)-3-oxo-7-(trifluoromethyl)isoindolin-5-yl)methyl)(1-methylcyclobutyl)carbamate